[4-[4-(4-pyridyloxy)phenyl]sulfonylmorpholin-2-yl]benzothiophene-2-carboxamide N1=CC=C(C=C1)OC1=CC=C(C=C1)S(=O)(=O)N1CC(OCC1)C1=C(SC2=C1C=CC=C2)C(=O)N